ClC1=C(C=CC(=C1)Cl)[C@H]1COCCN1C=1C(=C(C(=O)N[C@H](C)\C=C\S(=O)(=O)C)C=CC1)F ((S)-3-(2,4-Dichlorophenyl)morpholino)-2-fluoro-N-((R,E)-4-(methylsulfonyl)but-3-en-2-yl)benzamide